(E)-N-(5-(cyclopropylmethyl)-4-(3,4-difluorophenyl)thiazol-2-yl)-5-((2-hydroxy-3-methoxybenzylidene)amino)-3-methylpyridine-2-sulfonamide C1(CC1)CC1=C(N=C(S1)NS(=O)(=O)C1=NC=C(C=C1C)/N=C/C1=C(C(=CC=C1)OC)O)C1=CC(=C(C=C1)F)F